N(C(=O)N)N([C@@H](CS)C(=O)O)C ureido-methyl-cysteine